rac-(R)-6-((tert-butyldiphenylsilyl)oxy)-6-cyclopropyl-1,4-oxazepane [Si](C1=CC=CC=C1)(C1=CC=CC=C1)(C(C)(C)C)O[C@@]1(CNCCOC1)C1CC1 |r|